N1C=CC(=C1)C(=O)[O-] azole-4-carboxylate